7a-ethynyl-hexahydro-1H-pyrrolizine C(#C)C12CCCN2CCC1